1,1''-(1,4-phenylenebis(methylene))bis(4'-methylenespiro[indoline-3,2'-pyrrolidine]-2,5'-dione) C1(=CC=C(C=C1)CN1C(C2(NC(C(C2)=C)=O)C2=CC=CC=C12)=O)CN1C(C2(NC(C(C2)=C)=O)C2=CC=CC=C12)=O